4-(((3R,4R)-3-(4-(tert-Butoxycarbonyl)phenyl)-1-(2-fluoroethyl)piperidin-4-yl)methyl)-5,7-dimethyl-1H-indole-1-carboxylic acid tert-butyl ester C(C)(C)(C)OC(=O)N1C=CC2=C(C(=CC(=C12)C)C)C[C@H]1[C@@H](CN(CC1)CCF)C1=CC=C(C=C1)C(=O)OC(C)(C)C